5-cyclopropyl-4-((7-(1-methyl-3-(2H-tetrazol-5-yl)-1H-indol-6-yl)-7-azaspiro[3.5]non-2-ylidene)methyl)-3-(2-(trifluoromethyl)phenyl)isoxazole C1(CC1)C1=C(C(=NO1)C1=C(C=CC=C1)C(F)(F)F)C=C1CC2(C1)CCN(CC2)C2=CC=C1C(=CN(C1=C2)C)C=2N=NNN2